Cl.COC(=O)[C@H]1CNCC1 (R)-pyrrolidine-3-carboxylic acid methyl ester hydrochloride